2-NAPHTHYLACETALDEHYDE C1=C(C=CC2=CC=CC=C12)CC=O